7-chloro-2-(4-fluorophenyl)-5-methylpyrrolo[2,1-f][1,2,4]triazin-4-ol ClC1=CC(=C2C(=NC(=NN21)C2=CC=C(C=C2)F)O)C